P(=O)(OCCCCCCCCCC)(OCCCCN(CCCCCCCC)CCCCCCCC)[O-] decyl (4-(dioctylamino)butyl) phosphate